COC=1C(C(=CN2C[C@H]3O[C@@H]4CC[C@H](N3C(C21)=O)C4)C(=O)NCC4=C(C=C(C=C4F)F)F)=O (2R,5S,13aR)-8-methoxy-7,9-dioxo-N-[(2,4,6-trifluorophenyl)methyl]-2,3,4,5,7,9,13,13a-octahydro-2,5-methanopyrido[1',2':4,5]pyrazino[2,1-b][1,3]oxazepine-10-carboxamide